OC1=C(C=CC=C1)C=1N=NOC1C1=CC=CC=C1 hydroxydiphenyloxadiazole